N-(6-chloro-9H-purin-2-yl)-2-(4-isopropyl-1-oxo-6-(trifluoromethyl)phthalazin-2(1H)-yl)acetamide ClC1=C2N=CNC2=NC(=N1)NC(CN1C(C2=CC=C(C=C2C(=N1)C(C)C)C(F)(F)F)=O)=O